N-(methyl-d3)-1'-((4-oxo-4,5-dihydropyrrolo[1,2-a]quinoxalin-7-yl)methyl)-1',2',3',6'-tetrahydro-[3,4'-bipyridine]-6-carboxamide C(NC(=O)C1=CC=C(C=N1)C=1CCN(CC1)CC=1C=C2NC(C=3N(C2=CC1)C=CC3)=O)([2H])([2H])[2H]